C1(=CC=CC=C1)S(=O)(=O)N1C=CC=2C1=NC=C1C2N(C(=N1)C1=C(C=CC=C1O)O)C1CN(CC1)S(=O)(=O)CCC 6-(benzenesulfonyl)-1-(1-(propylsulfonyl)pyrrolidin-3-yl)-1,6-dihydroimidazo[4,5-d]pyrrolo[2,3-b]pyridin-2-ylbenzene-1,3-diol